N=1C=NN2C1C=C(C=C2)OC2=CC(=C(C=C2C)NC2=NC=NC1=CC(=C(C=C21)NC(\C=C\[C@@H]2N(CCC2)C([2H])([2H])[2H])=O)OC)OC (R,E)-N-(4-((4-([1,2,4]triazolo[1,5-a]pyridin-7-yloxy)-2-methoxy-5-methylphenyl)amino)-7-methoxyquinazolin-6-yl)-3-(1-(methyl-d3)pyrrolidin-2-yl)acrylamide